tert-butyl 4-(4-chlorophenyl)-4-fluoropiperidine-1-carboxylate ClC1=CC=C(C=C1)C1(CCN(CC1)C(=O)OC(C)(C)C)F